ONC(=O)C=1C=CC2=CN(N=C2C1)CC1=CC=C(C=C1)Br 2-(4-bromobenzyl)-2H-Indazole-6-carboxylic acid hydroxyamide